FC1=CC=C(C=C1)C(N1[C@@H](CN(CC1)C1=C(C(N(C=2C=CC(=NC12)C#N)C)=O)C)C)C1=CC=C(C=C1)F (R)-8-(4-(bis(4-fluorophenyl)methyl)-3-methylpiperazin-1-yl)-5,7-dimethyl-6-oxo-5,6-dihydro-1,5-naphthyridine-2-carbonitrile